p-bromomethylbenzenesulfonyl chloride BrCC1=CC=C(C=C1)S(=O)(=O)Cl